4-(2-chloroethyl)morphine hydrochloride Cl.ClCCC12C(C=CC=3C[C@@H]4[C@@H]5C=C[C@@H]([C@@H]([C@@]5(C13)CCN4C)O2)O)O